(Z)-1-(3-(3-(2,4-difluorophenyl)-4-oxo-3,4-dihydrophthalazin-1-yl)phenyl)-N-isopropylmethanimine oxide FC1=C(C=CC(=C1)F)N1N=C(C2=CC=CC=C2C1=O)C=1C=C(C=CC1)\C=[N+](\C(C)C)/[O-]